COC=1C=C(C(=O)NCC(N[C@@H](C)C2=CC=CC=C2)=O)C=CC1 3-Methoxy-N-(2-oxo-2-[[(1S)-1-phenylethyl]amino]ethyl)benzamide